2-Fluoro-4-(piperazin-1-yl)-N-(quinoxalin-6-ylmethyl)pyridin-3-amine FC1=NC=CC(=C1NCC=1C=C2N=CC=NC2=CC1)N1CCNCC1